N2-(4,4-difluorocyclohexyl)-N4-methyl-6-(4-methylthiazol-2-yl)pyridine-2,4-diamine FC1(CCC(CC1)NC1=NC(=CC(=C1)NC)C=1SC=C(N1)C)F